((1R,3s,5S)-8-(4-fluorobenzyl)-8-azabicyclo[3.2.1]oct-3-yl)-1H-indole-6-carboxamide FC1=CC=C(CN2[C@H]3CC(C[C@@H]2CC3)N3C=CC2=CC=C(C=C32)C(=O)N)C=C1